D-prolyl chloride N1[C@H](CCC1)C(=O)Cl